BrC=1C=CC=2N(C1)C=C(N2)NC(=O)C2C(OC(C2)(C)C)(C)C N-(6-bromoimidazo[1,2-a]pyridin-2-yl)-2,2,5,5-tetramethyloxolane-3-carboxamide